tert-butyl 4-(7-(4,4,5,5-tetramethyl-1,3,2-dioxaborolan-2-yl)quinoxalin-5-yl)piperazine-1-carboxylate CC1(OB(OC1(C)C)C1=CC(=C2N=CC=NC2=C1)N1CCN(CC1)C(=O)OC(C)(C)C)C